N-(3,5-dimethoxyphenyl)acetamide COC=1C=C(C=C(C1)OC)NC(C)=O